FC(=C(C(C(C(F)(F)F)(F)F)(C(F)(F)F)C(F)(F)F)C(C(F)(F)F)(F)F)F perfluoro-2-ethyl-3-methyl-3-methylpentene